CN(CCOC=1C=C(C=C(C1)C(F)(F)F)C(C(=O)N)C1=C(C=C(C=C1)C1=CNC(C=C1OCC)=O)F)C (3-(2-(di-methylamino)ethoxy)-5-(trifluoromethyl)phenyl)-2-(4-(4-ethoxy-6-oxo-1,6-dihydropyridin-3-yl)-2-fluorophenyl)acetamide